C(C)(C)(C)OC(=O)N(C1=C(N=NN1C)C1=CC=C(O[C@@H]2C[C@H](CCC2)C(=O)OC)C=C1)C(=O)O[C@H](C)C1=C(C=CC=C1)Cl methyl (1S,3S)-3-(4-(5-((tert-butoxycarbonyl)(((R)-1-(2-chlorophenyl)ethoxy)carbonyl)amino)-1-methyl-1H-1,2,3-triazol-4-yl)phenoxy)cyclohexane-1-carboxylate